ClC=1C=CC2=C(C(CN(S2(=O)=O)[C@@H]([C@H](C)C2=C(C(=CC=C2F)C)C)C=2OC(NN2)=O)(F)F)C1 6-chloro-4,4-difluoro-2-[(1S,2R)-2-(6-fluoro-2,3-dimethylphenyl)-1-(5-oxo-4H-1,3,4-oxadiazol-2-yl)propyl]-3H-1lambda6,2-benzothiazine-1,1-dione